ClC1=CC=C(C=C1)[C@@H](CC1=CC=CC=C1)\N=C(\C1=CC=C(C=C1)C(F)(F)F)/C#N (R,Z)-N-(1-(4-chlorophenyl)-2-phenylethyl)-4-(trifluoromethyl)benzimidoyl cyanide